BrC1=CC=CC(=N1)C(=O)OC methyl 6-bromopyridine-2-carboxylate